(E)-5-(3-(dimethylamino)acryloyl)isoindoline-2-carboxylic acid tert-butyl ester C(C)(C)(C)OC(=O)N1CC2=CC=C(C=C2C1)C(\C=C\N(C)C)=O